[O-2].[Zn+2] zinc oxid